C1(CCCCC1)COC1=NC=CC(=C1)C1(CCCC1)C(=O)O 1-[2-(cyclohexylmethoxy)-4-pyridinyl]cyclopentanecarboxylic acid